6-(4-chlorophenyl)-N-(1-hydroxy-3-methoxypropan-2-yl)-3-oxo-2-(pyridin-3-yl)-2,3-dihydropyridazine-4-carboxamide ClC1=CC=C(C=C1)C=1C=C(C(N(N1)C=1C=NC=CC1)=O)C(=O)NC(CO)COC